C(C)(=O)C1=C(C=C(C=C1)Cl)C1=CC(N(C=C1OC)C(C(=O)NC1=CC(=C(C(=O)N)C=C1)F)CC1=CC=CC=C1)=O 4-(2-(4-(2-acetyl-5-chlorophenyl)-5-methoxy-2-oxopyridin-1(2H)-yl)-3-phenylpropionylamino)-2-fluorobenzamide